Ethyl 6-bromo-3-hydroxypicolinate BrC1=CC=C(C(=N1)C(=O)OCC)O